ClC=1C=C(C=CC1F)NC(N(CC)[C@H]1COCC=2NC(C=3C=C(C(=CC3C21)F)F)=O)=O (R)-3-(3-chloro-4-fluorophenyl)-1-(8,9-difluoro-6-oxo-1,4,5,6-tetrahydro-2H-pyrano[3,4-c]isoquinolin-1-yl)-1-ethylurea